3,9-bis(2,4-di-tert-butylphenyl)-2,4,8,10-tetraoxa-3,9-diphosphaspiro[5.5]undecane C(C)(C)(C)C1=C(C=CC(=C1)C(C)(C)C)P1OCC2(CO1)COP(OC2)C2=C(C=C(C=C2)C(C)(C)C)C(C)(C)C